ClC=1C=C2C=CC(=CC2=CC1)C(=CC=1C=C2C(=CC=NC2=CC1)C(=O)NCC(=O)N1C(CC(C1)(F)F)C#N)C 6-(2-(6-chloronaphthalen-2-yl)prop-1-en-1-yl)-N-(2-(2-cyano-4,4-difluoropyrrolidin-1-yl)-2-oxoethyl)quinoline-4-carboxamide